C(=CC)N1CC(CC1)C=1N=C(N2C(=NC=CC21)N)C2=NC=C(C(=O)NC1=NC=CC(=C1)C(F)(F)F)C=C2 6-(1-(1-propenylpyrrolidin-3-yl)-5-aminoimidazo[1,5-c]pyrimidin-3-yl)-N-(4-(trifluoromethyl)pyridin-2-yl)nicotinamide